ONC(=O)C1=C(SC=C1)NC1=NC(=NC=C1Br)NC1=CC=C(C=C1)CN1CCOCC1 2-[5-bromo-2-(4-morpholin-4-ylmethyl-phenylamino)-pyrimidin-4-ylamino]-thiophene-3-carboxylic acid hydroxyamide